2-(6-(((S)-1-((S)-2-Hydroxypropyl)piperidin-3-yl)amino)pyridazin-3-yl)-3-methyl-5-(trifluoromethyl)phenol O[C@H](CN1C[C@H](CCC1)NC1=CC=C(N=N1)C1=C(C=C(C=C1C)C(F)(F)F)O)C